5-[6-chloro-3-nitro-5-(trifluoromethyl)-2-pyridinyl]-1,3,4-oxadiazole ClC1=C(C=C(C(=N1)C1=NN=CO1)[N+](=O)[O-])C(F)(F)F